triethylmethyl-ammonium tetrafluoroborate salt F[B-](F)(F)F.C(C)[N+](C)(CC)CC